FC(C(=O)[O-])(F)F.C(=O)(O)CCOCCOCC[N+]1=CC(C2=CC=CC=C12)(C)C 1-(2-(2-(2-carboxyethoxy)ethoxy)ethyl)-3,3-dimethyl-3H-indol-1-ium 2,2,2-trifluoroacetate